C1(CC1)N1N=C(C=C1)CN1C(C2=CC=C(C=C2C=N1)S(=O)(=O)C=1C=NN(C1)CCO)=O 2-((1-cyclopropyl-1H-pyrazol-3-yl)methyl)-6-((1-(2-hydroxyethyl)-1H-pyrazol-4-yl)sulfonyl)phthalazin-1(2H)-one